3-(phosphono)methylindole P(=O)(O)(O)CC1=CNC2=CC=CC=C12